BrC=1C=C(C=2N(C1)C=C(N2)C(=O)N2C[C@H]([C@@]1(CC2)NCC2=CC=CC=C2C1)O)[C@@H](C)OC (6-bromo-8-((R)-1-methoxyethyl)imidazo[1,2-a]Pyridin-2-yl)((3R,3'R)-3'-hydroxy-1,4-dihydro-2H-spiro[isoquinoline-3,4'-piperidine]-1'-yl)methanone